ON1[C@@H]2CC[C@H](N(C1=O)C2)C(NC(CN2C=NC=C2)=O)=N N-(((2S,5R)-6-hydroxy-7-oxo-1,6-diazabicyclo[3.2.1]oct-2-yl)(imino)methyl)-2-(1H-imidazol-1-yl)acetamide